ethyl 2-(3-chloropyridine-2-yl)-5-oxo-3-pyrazolidinecarboxylate ClC=1C(=NC=CC1)N1NC(CC1C(=O)OCC)=O